C1(CC1)C1=NC(=CC=C1C(=O)N1C[C@@H](CC[C@H]1C)OC1=NC=CC(=C1C)C#N)OC 2-({(3R,6R)-1-[(2-cyclopropyl-6-methoxypyridin-3-yl)carbonyl]-6-methylpiperidin-3-yl}oxy)-3-methylpyridine-4-carbonitrile